2-(6-bromo-1H-pyrazolo[4,3-b]pyridin-1-yl)-1-(3,3-difluoroazetidin-1-yl)ethan-1-one BrC=1C=C2C(=NC1)C=NN2CC(=O)N2CC(C2)(F)F